CN(C)CC1=CC=C(C(=O)O)C=C1 4-((dimethylamino)methyl)benzoic acid